ClC1=CC=C(C=C1)C=1C=NC2=C(C=NC21)C2=CC=C(C=C2)Cl 3,6-di(4-chlorophenyl)pyrrolopyrrole